COC1=C(C(=O)N)C=CN=C1 3-methoxyisonicotinamide